butanediyl bis(3-mercaptopropionate) SCCC(=O)OCCCCOC(CCS)=O